C(C1=CC=CC=C1)C(C(=O)OCC)(C(=O)OCC)OC[C@H]1O[C@H]([C@@H]([C@]1(C#C)OC(C)=O)OC(C)=O)N1C(NC(C=C1)=O)=O diethyl 2-benzyl-2-(((2R,3R,4R,5R)-3,4-diacetoxy-5-(2,4-dioxo-3,4-dihydropyrimidin-1(2H)-yl)-3-ethynyltetrahydrofuran-2-yl)methoxy)-malonate